C(C1=CN=CC=C1)(=O)OC1=C(C(=CC(=C1)Cl)C=NC=1C=NC=CC1)OC(C(C)C)=O 5-chloro-2-(isobutyryl-oxy)-3-((pyridin-3-yl-imino)methyl)phenyl nicotinate